C1(CC1)CCN(C1=C2CN(C(C2=CC=C1)=O)C1C(NC(CC1)=O)=O)CC1CCNCC1 3-{4-[(2-cyclopropylethyl)(piperidin-4-ylmethyl)amino]-1-oxo-3H-isoindol-2-yl}piperidine-2,6-dione